5-Bromo-2-(3-(3-methoxypiperidin-1-yl)propoxy)pyridin-3-amine BrC=1C=C(C(=NC1)OCCCN1CC(CCC1)OC)N